[Si].[Al].[Cr].[Co] cobalt-chromium-aluminum-silicon